IC1=CC=C(C=C1)CCCC(=O)O 4-iodobenzenebutanoic acid